(E)-3-(2,4-dichlorophenyl)acrylic acid ClC1=C(C=CC(=C1)Cl)/C=C/C(=O)O